butyl 4-(4-(5-(Phenylcarbamoyl)thiazol-2-yl)phenoxy)piperidine-1-carboxylate C1(=CC=CC=C1)NC(=O)C1=CN=C(S1)C1=CC=C(OC2CCN(CC2)C(=O)OCCCC)C=C1